tert-butyl 3-(6-[[(benzyloxy) carbonyl] amino]-1-cyano-5,6,7,8-tetrahydronaphthalen-2-yl)-3,8-diazabicyclo[3.2.1]octane-8-carboxylate C(C1=CC=CC=C1)OC(=O)NC1CC=2C=CC(=C(C2CC1)C#N)N1CC2CCC(C1)N2C(=O)OC(C)(C)C